5-bromo-7-chloro-3-iodo-1-tetrahydropyran-2-yl-pyrazolo[3,4-c]pyridine BrC=1C=C2C(=C(N1)Cl)N(N=C2I)C2OCCCC2